ClC1=C(C=C2C(=CNC2=C1)C(=O)O)C=1C(=NC(=CC1)N1C[C@]2(CCOC2)CC1)OC |r| racemic-6-chloro-5-(2-methoxy-6-(2-oxa-7-azaspiro[4.4]nonan-7-yl)pyridin-3-yl)-1H-indole-3-carboxylic acid